FC1(CCC(CC1)C1=NC=CC(=C1N(C(C1=CN=C(C=C1)F)=O)C(C1=CN=C(C=C1)F)=O)C1=C(C=CC(=C1)F)F)F N-(2-(4,4-difluorocyclohexyl)-4-(2,5-difluorophenyl)pyridin-3-yl)-6-fluoro-N-(6-fluoronicotinoyl)nicotinamide